1,1-bis(3,5-dichlorophenyl)-ethane ClC=1C=C(C=C(C1)Cl)C(C)C1=CC(=CC(=C1)Cl)Cl